COC1=NC(=CC=C1CNCCNC(C)=O)OCC=1C(=C(C=CC1)C1=CC=CC=C1)C N-[2-[[[2-methoxy-6-[(2-methyl-[1,1'-biphenyl]-3-yl)methoxy]-3-pyridinyl]methyl]amino]ethyl]-acetamide